N-(2-(4,5-difluoro-1H-indol-3-yl)ethyl)-N-methylpropan-2-amine FC1=C2C(=CNC2=CC=C1F)CCN(C(C)C)C